2-(2-((5-(2-(aminomethyl)pyridin-4-yl)benzofuran-3-yl)methoxy)phenyl)acetic acid NCC1=NC=CC(=C1)C=1C=CC2=C(C(=CO2)COC2=C(C=CC=C2)CC(=O)O)C1